O=C1NC(CC[C@@H]1N1CCOC2=C1C=CC=C2C2CCN(CC2)CC(=O)OC(C)(C)C)=O tert-butyl 2-[4-[4-[(3S)-2,6-dioxo-3-piperidyl]-2,3-dihydro-1,4-benzoxazin-8-yl]-1-piperidyl]acetate